benzo[a]pyrene-d12 CC1=CC=C(C=C1)C2=CC3=C(CCCC(=C3)C(=O)NC4=CC=C(C=C4)C[N+](C)(C)C5CCOCC5)C=C2